FC(OC1=CC=C(C=C1)C=1C=CC(N(N1)CC1=NC(=NS1)C1=CC=CC=C1)=O)F 6-(4-(difluoromethoxy)phenyl)-2-((3-phenyl-1,2,4-thiadiazol-5-yl)methyl)pyridazin-3(2H)-one